tri(2,4,6-trimethyl phenyl) phosphate P(=O)(OC1=C(C=C(C=C1C)C)C)(OC1=C(C=C(C=C1C)C)C)OC1=C(C=C(C=C1C)C)C